4-bromo-2-methyl-6-[5-methyl-4-nitro-2-(2-trimethylsilylethoxymethyl)pyrazol-3-yl]aniline BrC1=CC(=C(N)C(=C1)C=1N(N=C(C1[N+](=O)[O-])C)COCC[Si](C)(C)C)C